BrC1=CC(=C(C=C1)C1C(NC(CC1)=O)=O)Cl 3-(4-bromo-2-chloro-phenyl)piperidine-2,6-dione